2-fluoro-1'-((3-fluoro-4-oxo-4,5-dihydropyrrolo[1,2-a]quinoxalin-7-yl)methyl)-N-methyl-1',2',3',6'-tetrahydro-[3,4'-bipyridine]-6-carboxamide FC1=NC(=CC=C1C=1CCN(CC1)CC=1C=C2NC(C=3N(C2=CC1)C=CC3F)=O)C(=O)NC